N[C@H]1[C@@H](C1)C=1C=CC(=NC1)C=1C=C(C(=C(C1)O)F)Cl 5-(5-((trans)-2-aminocyclopropyl)pyridin-2-yl)-3-chloro-2-fluorophenol